CN(CCCCN(C(C(C(C(C(C(C(C(F)(F)F)(F)F)(F)F)(F)F)(F)F)(F)F)(F)F)=O)C(CCCCCC(=O)OCC(CCCCCCCC)CCCCCC)CCCCCC(=O)OCC(CCCCCCCC)CCCCCC)C BIS(2-HEXYLDECYL) 7-(N-(4-(DIMETHYLAMINO)BUTYL)-2,2,3,3,4,4,5,5,6,6,7,7,8,8,8-PENTADECAFLUOROOCTANAMIDO)TRIDECANEDIOATE